FC1=C(N=CC2=C1N=C(N=C2N2CC1CCC(C2)O1)OC[C@]12CCCN2C[C@@H](C1)F)C1=NNC2=CC=CC(=C12)F 8-fluoro-7-(4-fluoro-1H-indazol-3-yl)-2-{[(2R,7aS)-2-fluorotetrahydro-1H-pyrrolizin-7a(5H)-yl]methoxy}-4-(8-oxa-3-azabicyclo[3.2.1]octan-3-yl)pyrido[4,3-d]pyrimidine